N,N-dimethylanilinium tetra(perfluorophenyl)borate salt FC1=C(C(=C(C(=C1F)F)F)F)[B-](C1=C(C(=C(C(=C1F)F)F)F)F)(C1=C(C(=C(C(=C1F)F)F)F)F)C1=C(C(=C(C(=C1F)F)F)F)F.C[NH+](C1=CC=CC=C1)C